3-isobutyl-5-chloro-8-hydroxyquinoline C(C(C)C)C=1C=NC2=C(C=CC(=C2C1)Cl)O